S(=S)(=O)([O-])[O-].[Cu+2] copper thiosulfate salt